ethyl 2-(3-((2-aminobenzyl)amino)-4-fluoro-phenoxy)acetate NC1=C(CNC=2C=C(OCC(=O)OCC)C=CC2F)C=CC=C1